FC=1C(=C(C=CC1)NC1=CC=2C(NCCC2N1)=O)OC 2-[(3-fluoro-2-methoxyphenyl)amino]-1H,5H,6H,7H-pyrrolo[3,2-c]pyridin-4-one